C(C)(C)(C)OC1=CC(=NC(=C1)C)C1=CC(=C(C=C1F)[C@H](C)NC1=NC=CC2=C1CN(C2=O)CC)F (S)-4-((1-(4-(4-(tert-butoxy)-6-methylpyridin-2-yl)-2,5-difluorophenyl)ethyl)amino)-2-ethyl-2,3-dihydro-1H-pyrrolo[3,4-c]pyridin-1-one